C(C1=CC=CC=C1)[Zr](CC1=CC=CC=C1)(CC1=CC=CC=C1)CC1=CC=CC=C1 Tetrabenzyl-zirconium